(Cyclopropanecarboxamido)-4-((3-ethyl-4-methoxypyrazolo[1,5-a]pyridin-5-yl)amino)-N-(methyl-d3)nicotinamide C1(CC1)C(=O)NC1=C(C(=O)NC([2H])([2H])[2H])C(=CC=N1)NC1=C(C=2N(C=C1)N=CC2CC)OC